(4-methyl-piperazin-1-yl)-2-(6-methyl-4-trifluoromethyl-pyridin-2-yl)-4,5,6,7-tetrahydro-2H-indazol-3-ol CN1CCN(CC1)C1C2=C(N(N=C2CCC1)C1=NC(=CC(=C1)C(F)(F)F)C)O